(2S,2'S,2''S)-3,3',3''-((nitrilotris(methylene))tris(benzo[b]thiophene-4,2-diyl))tris(2-((R)-pyrrolidin-3-yl)propanoic acid) N(CC1=CC=CC=2SC(=CC21)C[C@H](C(=O)O)[C@@H]2CNCC2)(CC2=CC=CC=1SC(=CC12)C[C@H](C(=O)O)[C@@H]1CNCC1)CC1=CC=CC=2SC(=CC21)C[C@H](C(=O)O)[C@@H]2CNCC2